COC(=O)C12CCC(CC1)(CC2)N(C)C 4-(dimethylamino)bicyclo[2.2.2]octane-1-carboxylic acid methyl ester